N-(2-fluoro-5-nitrophenyl)acrylamide FC1=C(C=C(C=C1)[N+](=O)[O-])NC(C=C)=O